4-phenyl-6-(3-(4,4,5,5-tetramethyl-1,3,2-dioxaborolan-2-yl)phenyl)-2-(3-((1R,2r,3S,6r)-tricyclo[3.1.1.03,6]heptan-2-yl)phenyl)pyrimidine C1(=CC=CC=C1)C1=NC(=NC(=C1)C1=CC(=CC=C1)B1OC(C(O1)(C)C)(C)C)C1=CC(=CC=C1)C1[C@H]2C3C(C[C@H]13)C2